C1(CC1)CN(C1=C(C(=O)NC=2SC(=C(N2)C2=CC=CC=C2)C)C=C(C=C1)S(=O)(=O)N1CCOCC1)C 2-((Cyclopropylmethyl)(methyl)amino)-N-(5-methyl-4-phenylthiazol-2-yl)-5-(morpholinosulfonyl)benzamide